CN1C(=NN=C1)CC1(COC1)C1=CC(=NC(=C1)N1C(C2=CC(=CC(=C2C1)C(F)(F)F)CN1C[C@H](CCC1)C)=O)NC(CC#N)CC 3-((4-(3-((4-methyl-4H-1,2,4-triazol-3-yl)methyl)oxetan-3-yl)-6-(6-(((S)-3-methylpiperidin-1-yl)methyl)-1-oxo-4-(trifluoromethyl)isoindolin-2-yl)pyridin-2-yl)amino)pentanenitrile